N2-cyclopropyl-N2-methyl-N4-((2-(trifluoromethyl)pyridin-3-yl)methyl)pyrido[2,3-d]pyrimidine-2,4-diamine C1(CC1)N(C=1N=C(C2=C(N1)N=CC=C2)NCC=2C(=NC=CC2)C(F)(F)F)C